6-[4-(2-fluoro-5-formyl-benzoyl)-2-methyl-piperazin-1-yl]pyridine-3-carbonitrile FC1=C(C(=O)N2CC(N(CC2)C2=CC=C(C=N2)C#N)C)C=C(C=C1)C=O